3-(isoquinolin-4-yl)-1-(2-(piperazin-1-yl)ethyl)-6-(trifluoromethyl)quinazoline-2,4(1H,3H)-dione C1=NC=C(C2=CC=CC=C12)N1C(N(C2=CC=C(C=C2C1=O)C(F)(F)F)CCN1CCNCC1)=O